Ethyl 1-((2-(trimethylsilyl)ethoxy)methyl)-4-vinyl-1H-imidazole-2-carboxylate C[Si](CCOCN1C(=NC(=C1)C=C)C(=O)OCC)(C)C